FC(C1=NC=CC(=C1)NC(NCCCCCCCCCCCCC(=O)O)=O)(F)F 13-(3-(2-(trifluoromethyl)pyridin-4-yl)ureido)tridecanoic acid